2,2'-bis-(2,3,4,6-tetrafluorophenyl)-4,4',5,5'-tetrakis-(3-methoxyphenyl)-biimidazole FC1=C(C(=CC(=C1F)F)F)C1(N=C(C(=N1)C1=CC(=CC=C1)OC)C1=CC(=CC=C1)OC)C1(N=C(C(=N1)C1=CC(=CC=C1)OC)C1=CC(=CC=C1)OC)C1=C(C(=C(C=C1F)F)F)F